NC1=NN2C(C=C(C=C2)C=2C=NC(=C(C(=O)NCC3=C(C=C(C=C3)F)OCC3CCCC3)C2)C)=N1 5-(2-amino-[1,2,4]triazolo[1,5-a]pyridin-7-yl)-N-(2-(cyclopentylmethoxy)-4-fluorobenzyl)-2-methylnicotinamide